BrCCCCC(C=1OC(=NN1)C1=CC=CC=C1)NC1=CC=C(C=C1)C N-(5-bromo-1-(5-phenyl-1,3,4-oxadiazol-2-yl)pentyl)-4-methylaniline